C(C)(C)(C)OC(=O)N1CCC(CC1)([2H])N1N=CC(=C1)C1=NN(C=2C1=NC(=C(C2)OC)C2=C1CCC(C1=CC=C2)C#N)C(=O)OC(C)(C)C tert-butyl 3-(1-(1-(tert-butoxycarbonyl)piperidin-4-yl-4-d)-1H-pyrazol-4-yl)-5-(1-cyano-2,3-dihydro-1H-inden-4-yl)-6-methoxy-1H-pyrazolo[4,3-b]pyridine-1-carboxylate